BrC1=CC=C(C=C1)/C=C/C(=O)Cl (E)-3-(4-bromophenyl)acryloyl chloride